6-(7-chloro-1H-indole-2-carbonyl)-N-((S)-1-cyano-2-((S)-2-oxopiperidin-3-yl)ethyl)-2,2-difluoro-6-azaspiro[3.4]octane-7-carboxamide ClC=1C=CC=C2C=C(NC12)C(=O)N1CC2(CC(C2)(F)F)CC1C(=O)N[C@@H](C[C@H]1C(NCCC1)=O)C#N